2-(3-(3-(7H-pyrrolo[2,3-d]pyrimidin-4-yl)-1H-pyrrol-1-yl)-1-(2-phenylacetyl)azetidin-3-yl)acetonitrile N1=CN=C(C2=C1NC=C2)C2=CN(C=C2)C2(CN(C2)C(CC2=CC=CC=C2)=O)CC#N